β-methyl-γ-thiobutyrolactone CC1CC(=S)OC1